imidazo[4,5-b]pyridine-3-sulfonic acid dimethyl-amide methanesulfonate CS(=O)(=O)O.CN(S(=O)(=O)N1C=NC=2C1=NC=CC2)C